ClC1=CC=C(CN2N=C3C(CN(CC3(C)C)CC3=CC(=CC(=C3)F)F)=C2OCCO)C=C1 2-((2-(4-chlorobenzyl)-5-(3,5-difluorobenzyl)-7,7-dimethyl-4,5,6,7-tetrahydro-2H-pyrazolo[4,3-c]pyridin-3-yl)oxy)ethan-1-ol